4-methyl-1,2,3-thiadiazole-5-carboxamide CC=1N=NSC1C(=O)N